2-[2-Fluoro-4-(hydroxymethyl)phenyl]-N-[(3S)-9-fluoro-2-oxo-5-phenyl-1,3-dihydro-1,4-benzodiazepin-3-yl]pyrazolo[1,5-a]pyrimidine-3-carboxamide FC1=C(C=CC(=C1)CO)C1=NN2C(N=CC=C2)=C1C(=O)N[C@@H]1C(NC2=C(C(=N1)C1=CC=CC=C1)C=CC=C2F)=O